CC(C(=O)O)(C)C1=CC(=C(C(=C1)C(C)(C)C)O)C(C)(C)C methyl-(3,5-di-tert-butyl-4-hydroxyphenyl)propanoic acid